C1(CCCCC1)N1C(N(CCC1)CC(CN1C2=CC=C(C=C2C=2C=C(C=CC12)F)F)(C)O)=O 1-cyclohexyl-3-(3-(3,6-difluoro-9H-carbazol-9-yl)-2-hydroxy-2-methylpropyl)tetrahydro-pyrimidin-2(1H)-one